methyl (E)-4-[2-[tert-butyl(diphenyl)silyl]oxyethoxy]but-2-enoate [Si](C1=CC=CC=C1)(C1=CC=CC=C1)(C(C)(C)C)OCCOC/C=C/C(=O)OC